OCC[C@H]1CN(CCN1)C(=O)OC(C)(C)C tert-Butyl (3S)-3-(2-hydroxyethyl)piperazine-1-carboxylate